osmium(IV) oxide [Os](=O)=O